5-Chloro-2-fluoro-N-[(2R)-2-hydroxybutyl]benzenesulfonamide ClC=1C=CC(=C(C1)S(=O)(=O)NC[C@@H](CC)O)F